N-methylpyrrolidone 7-methoxy-4-oxo-1,4-dihydroquinolin-6-yl-acetate COC1=C(C=C2C(C=CNC2=C1)=O)CC(=O)O.CN1C(CCC1)=O